N-(2-((2R,3R)-1-(3-aminopropyl)-2-methylpiperidin-3-yl)thieno[2,3-b]pyridin-4-yl)benzo[d]thiazol-5-amine NCCCN1[C@@H]([C@@H](CCC1)C1=CC=2C(=NC=CC2NC=2C=CC3=C(N=CS3)C2)S1)C